2-[6-[2-mesyl-4-(trifluoromethyl)benzyl]-2-azaspiro[3.3]heptane-2-carbonyl]-2,5-diazaspiro[3.4]octan-6-one S(=O)(=O)(C)C1=C(CC2CC3(CN(C3)C(=O)N3CC4(C3)NC(CC4)=O)C2)C=CC(=C1)C(F)(F)F